[Si](C)(C)(C(C)(C)C)OC1CCC(CC1)CNC (4-((tert-butyldimethylsilyl)oxy)cyclohexyl)-N-methylmethanamine